C(C)(C)OC1=C(C=CC=C1)[C@@H]1CN(CCN1)[C@@H]1COCC2=C1C=NC(=C2OC)N2CCOCC2 4-[(4S)-4-[(3R)-3-(2-isopropoxyphenyl)piperazin-1-yl]-8-methoxy-1H,3H,4H-pyrano[4,3-c]pyridin-7-yl]morpholine